2-methyl-4-[4-(5-methyl-1,3,4-oxadiazol-2-yl)phenyl]phenoxyltetrahydropyran-3,4,5-triol CC1=C(OC2OCC(C(C2O)O)O)C=CC(=C1)C1=CC=C(C=C1)C=1OC(=NN1)C